5-(2-cyano-5-(((5-fluoro-2,3-dihydrobenzofuran-4-yl)methyl)amino)imidazo[1,2-c]pyrimidin-8-yl)picolinic acid C(#N)C=1N=C2N(C(=NC=C2C=2C=CC(=NC2)C(=O)O)NCC2=C(C=CC3=C2CCO3)F)C1